ClC1=CC=C(C=C1)N1C(=NC=2N(C(N(C(C12)=O)CC(=O)N)=O)CC1CCNCC1)C1=NC=CC=C1Cl 2-[7-(4-chlorophenyl)-8-(3-chloropyridin-2-yl)-2,6-dioxo-3-(piperidin-4-ylmethyl)purin-1-yl]acetamide